NC1=CC(=C(C(=O)NC2=CC(=NC(=C2)C)N2CCC(CC2)(F)F)C=C1F)F 4-amino-N-(2-(4,4-difluoropiperidin-1-yl)-6-methylpyridin-4-yl)-2,5-difluorobenzamide